ClC1=NC(=C2C(=N1)N(N=C2)[C@H]2[C@@H]([C@@H]([C@H](O2)COC(CO)(CC)P(O)(O)=O)O)O)NC2CCCC2 (2-(((2R,3S,4R,5R)-5-(6-chloro-4-(cyclopentylamino)-1H-pyrazolo[3,4-d]pyrimidin-1-yl)-3,4-dihydroxytetrahydrofuran-2-yl)methoxy)-1-hydroxybutan-2-yl)phosphonic acid